methyl 7,9-dioxo-6-azaspiro[3.5]nonane-8-carboxylate O=C1NCC2(CCC2)C(C1C(=O)OC)=O